3,9-Dioctadecane-1-yl-2,4,8,10-tetraoxa-3,9-diphosphaspiro[5.5]undecane C(CCCCCCCCCCCCCCCCC)P1OCC2(CO1)COP(OC2)CCCCCCCCCCCCCCCCCC